2H-pyran-3,5-diol O1CC(=CC(=C1)O)O